3-ethyl-thiourea C(C)NC(N)=S